Cl.N=1N2C(=CC1C=1C=C(C(=NC1)N)O[C@H](C)C=1C=NC=NC1)[C@@]1(CC2)CNCC1 5-[(3S)-5',6'-dihydrospiro[pyrrolidine-3,4'-pyrrolo[1,2-b]pyrazol]-2'-yl]-3-{[(1R)-1-(pyrimidin-5-yl)ethyl]oxy}pyridin-2-amine-hydrochloride salt